C1(=CC=C(C=C1)CCCCCCCCCCCCCCCCCCC(=O)N)CCCCCCCCCCCCCCCCCCC(=O)N [1,4-phenylenebis(methylene)]bis(stearamide)